C(C)N(C(=O)OC1CC(C1)C1=CC(=CC(=C1)OC)OC)C1=C(C=C(C(=C1)OC1=C(C=CC=C1)C)C#N)F 3-(3,5-dimethoxyphenyl)cyclobutanol Ethyl-[4-cyano-2-fluoro-5-(2-methylphenoxy)phenyl]carbamate